7-chloro-2-(4-pyridyl)thieno[2,3-c]pyridine ClC=1N=CC=C2C1SC(=C2)C2=CC=NC=C2